BrC=1C(=C(C=CC1)C(C#N)CCO)F 2-(3-bromo-2-fluorophenyl)-4-hydroxybutanenitrile